7-methoxy-8-nitro-2,3,4,5-tetrahydro-1H-benzo[d]azepine COC1=CC2=C(CCNCC2)C=C1[N+](=O)[O-]